[Br-].C(C1=CC=CC=C1)[P+]1(CCCC1)CC(=O)NC1=C(C=CC=C1C)C 1-benzyl-1-(2-((2,6-dimethylphenyl)amino)-2-oxoethyl)phospholan-1-ium bromide